N=1N(N=C2C1C=CC=C2)C2=C(C(=CC(=C2)C(CCC)(C)C)C)O 2-(2H-benzotriazol-2-yl)-6-methyl-4-(1,1-dimethylbutyl)phenol